7-((4-(4-hydroxy-4-(trifluoromethyl)piperidin-1-yl)-2-methylphenyl)amino)-2H-benzo[b][1,4]oxazin-3(4H)-one OC1(CCN(CC1)C1=CC(=C(C=C1)NC=1C=CC2=C(OCC(N2)=O)C1)C)C(F)(F)F